ClC1=CC=C(C=C1)C1=CC=C2C(=N1)SC(=N2)NC(C2=C(C=NC=C2)C2=C(C=CC=C2)OC)=O N-(5-(4-chlorophenyl)thiazolo[5,4-b]pyridin-2-yl)-3-(2-methoxyphenyl)isonicotinamide